(13S,17S)-17-hydroxy-2-methoxy-13-methyl-7,8,9,11,12,13,14,15,16,17-decahydro-6H-cyclopenta[a]phenanthren-3-yl 4-nitrobenzene-sulfonate [N+](=O)([O-])C1=CC=C(C=C1)S(=O)(=O)OC=1C(=CC=2C3CC[C@@]4([C@H](CCC4C3CCC2C1)O)C)OC